CC=1N(C(=CC1)C)C1=NNC=C1 3-(2,5-dimethyl-1H-pyrrol-1-yl)-1H-pyrazole